3-iodo-6,6-dimethyl-2-((2-(trimethylsilyl)ethoxy)methyl)-4,5,6,7-tetrahydro-2H-indazole IC=1N(N=C2CC(CCC12)(C)C)COCC[Si](C)(C)C